OC(C)C1=CC2=C(N=CN=C2OC23CCC(CC2)(C3)N3C(N(CC3=O)C=3C=NC=C(C3)C(F)(F)F)=O)N1 3-(4-{[6-(1-hydroxyethyl)-7H-pyrrolo[2,3-d]pyrimidin-4-yl]oxy}bicyclo[2.2.1]hept-1-yl)-1-[5-(trifluoromethyl)-3-pyridinyl]-2,4-imidazolidinedione